N=1C=CN2C1C(CCC2)O 5,6,7,8-Tetrahydroimidazo[1,2-a]pyridin-8-ol